C(#N)C1=CC=C(C=C1)C1=CC=C(C=C1)CCCCC 4-cyano-4'-pentyl-biphenyl